C(C=C)(=O)N1CC(CC1)C=1C=C(N2C=NC=CC21)C2=C(C=C(C(=O)NC1=NC=CC(=C1)C(F)(F)F)C=C2)Cl 4-(5-(1-propenoylpyrrolidin-3-yl)pyrrolo[1,2-c]pyrimidin-7-yl)-3-chloro-N-(4-(trifluoromethyl)pyridin-2-yl)benzamide